C(#N)C=1C=NN2C1C(=CC(=C2)OCC)C=2C=NC(=CC2)N2CCN(CC2)C(C2=CC(=CC=C2)C#C)=O 3-cyano-6-ethoxy-4-(6-(4-(3-ethynylbenzoyl)piperazin-1-yl)pyridin-3-yl)pyrazolo[1,5-a]pyridine